C(C)(C)(C)OC(=O)N1CCC(CC1)N(C1=CC=C(C(=O)O)C=C1)C 4-{[1-(tert-butoxycarbonyl)piperidin-4-yl](methyl)amino}benzoic acid